OCC1CC2(CC(C2)NC(NCC2=CC=C(C=C2)OC)=O)C1 3-[6-(hydroxymethyl)spiro[3.3]heptan-2-yl]-1-[(4-methoxyphenyl)methyl]urea